4-(6-Aminopyridazin-3-yl)-piperidine-1-carboxylic acid tert-butyl ester C(C)(C)(C)OC(=O)N1CCC(CC1)C=1N=NC(=CC1)N